NC1=C2C(=NC=N1)N(N=C2C)C(C)C2=C(C(=C(C#N)C(=C2)Cl)C2CN(C2)CC2CC2)OCC 4-[1-(4-amino-3-methyl-1H-pyrazolo[3,4-d]pyrimidin-1-yl)ethyl]-6-chloro-2-[1-(cyclopropylmethyl)azetidin-3-yl]-3-ethoxybenzonitrile